methyl 4-amino-7-(1-methoxyethyl)-1-methyl-1H-pyrazolo[4,3-c]quinoline-8-carboxylate NC1=NC=2C=C(C(=CC2C2=C1C=NN2C)C(=O)OC)C(C)OC